C(N1[C@H]2C=3N([C@@H](C4=C(C1=O)C=CC=C4C#C[Si](C(C)C)(C(C)C)C(C)C)C2)C2=C(N3)C=CC(=C2)C2=CC=CC=N2)([2H])([2H])[2H] 6-((7R,14R)-6-(methyl-d3)-5-oxo-1-((triisopropylsilyl)ethynyl)-5,6,7,14-tetrahydro-7,14-methanobenzo[f]benzo[4,5]imidazo[1,2-a][1,4]diazocin-11-yl)pyridin